7-(pyridin-3-yl)-1,2,3,4-tetrahydroacridin-9-amine N1=CC(=CC=C1)C1=CC=C2N=C3CCCCC3=C(C2=C1)N